C(CC)C1=CC2=C(C=N1)C(OC(O2)(C)C)=O 7-(propyl)-2,2-dimethyl-4H-[1,3]-dioxino[5,4-c]pyridin-4-one